bromo-3-(2-(3-(3-isopropylphenyl)-4-oxothiazolidin-2-ylidene)hydrazono)-1H-indol-2-one BrN1C(C(C2=CC=CC=C12)=NN=C1SCC(N1C1=CC(=CC=C1)C(C)C)=O)=O